((3-(3,4-dichlorobenzyl)-1,2,4-oxadiazol-5-yl)methyl)acrylic acid ClC=1C=C(CC2=NOC(=N2)CC(C(=O)O)=C)C=CC1Cl